1-(4-(difluoromethoxy)phenyl)-7-ethoxy-3-(6-oxo-1-((tetrahydrofuran-3-yl)methyl)-1,6-dihydropyridin-3-yl)-1,8-naphthyridin-2(1H)-one FC(OC1=CC=C(C=C1)N1C(C(=CC2=CC=C(N=C12)OCC)C1=CN(C(C=C1)=O)CC1COCC1)=O)F